(S)-2-((((9H-fluoren-9-yl)methoxy)carbonyl)amino)-4-((2-azidoethyl)(tertbutoxycarbonyl)-amino)butanoic acid C1=CC=CC=2C3=CC=CC=C3C(C12)COC(=O)N[C@H](C(=O)O)CCN(C(=O)OC(C)(C)C)CCN=[N+]=[N-]